C(#N)[C@H]1[C@@H](C1)[C@H](N[S@](=O)C(C)(C)C)C1=CC=CC=C1 (R)-N-((S)-((1R,2R)-2-cyanocyclopropyl)(phenyl)methyl)-2-methylpropane-2-sulfinamide